CC1=CN=C(S1)[Li] (5-methyl-2-thiazolyl)-lithium